ClC1CCCC=2C=CC=NC12 8-chloro-5,6,7,8-tetrahydroquinoline